2'-(5-tert-butyl-1H-1,3-benzodiazol-2-yl)-4-{[(1R)-1-phenylbutyl]carbamoyl}-[1,1'-biphenyl]-2-carboxylic acid C(C)(C)(C)C1=CC2=C(NC(=N2)C2=C(C=CC=C2)C=2C(=CC(=CC2)C(N[C@H](CCC)C2=CC=CC=C2)=O)C(=O)O)C=C1